C(CCCCCCCCCCC)N1CN(C=C1)CCCC 1-(1-dodecyl)-3-butylimidazole